3-(5-bromo-2,3-bisisobutyryloxybenzylideneamino)-1-hydroxy-4-(4-hydroxyphenyl)butan-2-one BrC=1C=C(C(=C(C=NC(C(CO)=O)CC2=CC=C(C=C2)O)C1)OC(C(C)C)=O)OC(C(C)C)=O